OC1=C(C(C2=CC=CC=C2C1=O)=O)O di-hydroxy-1,4-naphthoquinone